3-Iodo-5-(5-methoxy-1-methyl-1H-pyrazol-4-yl)-7-methyl-1H-pyrazolo[3,4-c]pyridine IC1=NNC2=C(N=C(C=C21)C=2C=NN(C2OC)C)C